ethyl [2-nitro-5-(trifluoromethyl)phenyl]acetate [N+](=O)([O-])C1=C(C=C(C=C1)C(F)(F)F)CC(=O)OCC